5-(((S)-1-(4-(4-methylthiazol-5-yl) phenyl) ethyl) carbamoyl) pyrrolidin-3-yl dihydrophosphate CC=1N=CSC1C1=CC=C(C=C1)[C@H](C)NC(=O)C1CC(CN1)OP(=O)([O-])O